C(#N)CC(=O)N1CCC(=CC1CCC)C1=C2C(=NC(=C1)NC(=O)C1CC1)NC=C2 N-(4-(1-(2-cyanoacetyl)-6-propyl-1,2,3,6-tetrahydropyridin-4-yl)-1H-pyrrolo[2,3-b]pyridin-6-yl)cyclopropylcarboxamide